9-(((R)-1-(3-(difluoromethyl)-2-fluorophenyl)ethyl)amino)-3,6-dimethyl-1,4-bis(methyl-d3)-3,4-dihydropyridazino[4,5-g]quinoxalin-2(1H)-one FC(C=1C(=C(C=CC1)[C@@H](C)NC1=NN=C(C=2C1=CC=1N(C(C(N(C1C2)C([2H])([2H])[2H])C)=O)C([2H])([2H])[2H])C)F)F